N-(1-(5-bromo-1-((2-(trimethylsilyl)ethoxy)methyl)-1H-pyrazolo[3,4-b]pyridin-6-yl)-2-(3,5-difluorophenyl)ethyl)-2-methylpropane-2-sulfinamide Calcium phospholactat P(=O)(=O)OC(C(=O)[O-])C.[Ca+2].BrC=1C=C2C(=NC1C(CC1=CC(=CC(=C1)F)F)NS(=O)C(C)(C)C)N(N=C2)COCC[Si](C)(C)C.P(=O)(=O)OC(C(=O)[O-])C